N2-benzyl-N6-(tert-butoxycarbonyl)-L-lysine C(C1=CC=CC=C1)N[C@@H](CCCCNC(=O)OC(C)(C)C)C(=O)O